dibenzyl (2S,3S,4S)-4-fluoro-3-hydroxypyrrolidine-1,2-dicarboxylate F[C@@H]1[C@H]([C@H](N(C1)C(=O)OCC1=CC=CC=C1)C(=O)OCC1=CC=CC=C1)O